4-[(2s,3R,4R)-4-[(4-hydroxy-3-methoxyphenyl)methyl]-3-(hydroxymethyl)oxolan-2-yl]-2-methoxyphenol OC1=C(C=C(C=C1)C[C@@H]1[C@@H]([C@H](OC1)C1=CC(=C(C=C1)O)OC)CO)OC